BrC=1C(=C(OCCCN2C[C@@H](CC2)O)C=CC1)Cl (R)-1-(3-(3-bromo-2-chlorophenoxy)propyl)pyrrolidin-3-ol